BrC=1C=CC(=NC1)N1C[C@H](CC1)O (S)-1-(5-bromo-pyridin-2-yl)-pyrrolidin-3-ol